The molecule is the monohydrochloride salt of profenamine. An antimuscarinic, it is used for the symptomatic treatment of Parkinson's disease. It has a role as an adrenergic antagonist, a histamine antagonist, an antiparkinson drug and a muscarinic antagonist. It contains a profenamine. CCN(CC)C(C)CN1C2=CC=CC=C2SC3=CC=CC=C31.Cl